3-(1-Ethyl-1H-pyrazolo[3,4-b]pyridin-5-yl)-2-(4-fluorophenyl)-7-methyl-6,7-dihydro-4H-pyrazolo[5,1-c][1,4]oxazine C(C)N1N=CC=2C1=NC=C(C2)C=2C(=NN1C2COCC1C)C1=CC=C(C=C1)F